(diphenyltriazinyl)[(dimethylfluorenyl)dibenzoselenopheneyl]benzene C1(=CC=CC=C1)C1=C(C(=NN=N1)C1=C(C=CC=C1)C1=C(C=CC=2[Se]C3=C(C21)C=CC=C3)C3=C(C(=CC=2C1=CC=CC=C1CC32)C)C)C3=CC=CC=C3